C(#N)C1(CC1)NS(=O)(=O)C=1C=C2C(=NC(=NC2=C(C1)N1CCN(CC1)C(C(C)C)=O)C)C=1OC(=NN1)C N-(1-cyanocyclopropyl)-8-(4-isobutyrylpiperazin-1-yl)-2-methyl-4-(5-methyl-1,3,4-oxadiazol-2-yl)quinazoline-6-sulfonamide